[N+](=O)([O-])C1=C(C(=O)O)C=C(C=C1)SSC=1C=CC(=C(C(=O)O)C1)[N+](=O)[O-].[P] phosphorus 5,5'-dithiobis(2-nitrobenzoic acid)